FC=1C=C(CNC(C)=O)C=CC1 N-(3-fluorobenzyl)acetamide